FC=1C=C(N)C=CC1N1N=CN=C1C 3-fluoro-4-(5-methyl-1,2,4-triazol-1-yl)aniline